Cl.CNS(=O)(=O)CCC(=O)O 3-(N-methylsulfamoyl)propanoic acid hydrochloride